1-(5-isoquinolinesulfonyl)-homopiperazine C1=NC=CC=2C(=CC=CC12)S(=O)(=O)N1CCNCCC1